(R)-N-(4,4-difluoro-1-methylpyrrolidin-3-yl)-5-(1-(3-fluoropropyl)-1H-benzo[d][1,2,3]triazol-6-yl)-4-methoxypyrrolo[2,1-f][1,2,4]triazin-2-amine FC1([C@@H](CN(C1)C)NC1=NN2C(C(=N1)OC)=C(C=C2)C=2C=CC1=C(N(N=N1)CCCF)C2)F